NC(C(=O)O)(CCCCB(O)O)CCN1CC(CC1)(F)F 2-amino-6-borono-2-(2-(3,3-difluoropyrrolidin-1-yl)ethyl)hexanoic acid